NC1=NC2=CC(=CC=C2C=C1)NCC=1C(C(CC1)O)O 3-(((2-aminoquinolin-7-yl)amino)methyl)cyclopent-3-ene-1,2-diol